phenoxydodecyloxy phosphate P(=O)(OOCCCCCCCCCCCCOC1=CC=CC=C1)([O-])[O-]